NN1CN(CN(C1)N)N 1,3,5-triamino-S-triazine